CN1C(=NC(=C1)NC(=O)C=1N(C=CN1)C)C(=O)NCCC(=O)OC methyl 3-[[1-methyl-4-(1-methylimidazole-2-amido)imidazole-2-yl]formamido]propanoate